O[C@@H](CC(=O)[O-])CC (R)-3-hydroxypentanoate